C1(CCCCCC1)C1=NOC(=N1)CC(C(=O)OC(C)(C)C)=C tert-butyl 2-((3-cycloheptyl-1,2,4-oxadiazol-5-yl)methyl)acrylate